ClC1=CC=2N=C(N=C3C2C(=N1)OC[C@@H](N3C)CCO)OC[C@]31CCCN1C[C@@H](C3)F 2-((S)-5-chloro-2-(((2R,7aS)-2-fluorotetrahydro-1H-pyrrolizin-7a(5H)-yl)methoxy)-10-methyl-9,10-dihydro-8H-7-oxa-1,3,6,10-tetraazacyclohepta[de]naphthalen-9-yl)ethan-1-ol